2,3-bis(2,6-di-tert-butylphenyl-imino)butane isoindol-2-yl-3-[[(1,1-dimethylethoxy)carbonyl]amino]bicyclo[1.1.1]pentane-1-carboxylate C=1N(C=C2C=CC=CC12)C1C2(CC1(C2)NC(=O)OC(C)(C)C)C(=O)O.C(C)(C)(C)C2=C(C(=CC=C2)C(C)(C)C)N=C(C)C(C)=NC2=C(C=CC=C2C(C)(C)C)C(C)(C)C